4-(4-(3-cyclopropyl-4-fluorophenoxy)pyridin-2-yl)-2-methylbenzamide C1(CC1)C=1C=C(OC2=CC(=NC=C2)C2=CC(=C(C(=O)N)C=C2)C)C=CC1F